O1CCN(CCC1)C(=O)C1=CC2=C(C=N1)C(=NN2CC(F)(F)F)NC2=NC=NC=C2 [1,4]Oxazepan-4-yl-[3-(pyrimidin-4-ylamino)-1-(2,2,2-trifluoro-ethyl)-1H-pyrazolo[4,3-c]pyridin-6-yl]-methanone